Nickel Manganese Cobalt-Oxide [Co]=O.[Mn].[Ni]